Benzothiophene-4-carboxylic acid S1C=CC=2C1=CC=CC2C(=O)O